(S)-2-((R)-3-Methyl-morpholin-4-yl)-8-trifluoromethyl-9-(6-trifluoromethylpyridin-3-yl)-6,7,8,9-tetrahydro-pyrimido[1,2-a]-pyrimidin-4-one C[C@H]1N(CCOC1)C=1N=C2N(C(C1)=O)CC[C@H](N2C=2C=NC(=CC2)C(F)(F)F)C(F)(F)F